ClCC1=NC=C(C(=C1C)OC)C 2-chloromethyl-4-methoxy-3,5-lutidine